C(C)(C)(C)OC(=O)O[C@@H]1[C@H]([C@H](N(C1)C(=O)OC(C)(C)C)CC1=CC=C(C=C1)F)OC(=O)OC1=CC=C(C=C1)[N+](=O)[O-] tert-butyl (2R,3S,4S)-4-[(tert-butoxycarbonyl)oxy]-2-[(4-fluorophenyl)methyl]-3-[(4-nitrophenoxycarbonyl)oxy]pyrrolidine-1-carboxylate